OC1CC(N(C1)C(C(C(C)C)N1N=NC2=C1C=CC=C2OC)=O)C(=O)NC 4-hydroxy-1-(2-(4-methoxy-1H-benzo[d][1,2,3]triazol-1-yl)-3-methylbutanoyl)-N-methylpyrrolidine-2-carboxamide